NC=1C=CC(=NC1)NC[C@@H](CO)O (S)-3-((5-aminopyridin-2-yl)amino)propan-1,2-diol